itaconamic acid C(C(=C)CC(=O)N)(=O)O